1,3-diamino-guanidine NNC(=N)NN